(4-acetamidomethylphenyl)boronic acid C(C)(=O)NCC1=CC=C(C=C1)B(O)O